2,6-dimethyl-3-amino-4-(4-acetylphenyl)-aminopyridine CC1=NC(=C(C(=C1N)C1=CC=C(C=C1)C(C)=O)N)C